N-hydroxy-5-(1,3-oxazol-5-yl)thiophene-2-sulfonamide ONS(=O)(=O)C=1SC(=CC1)C1=CN=CO1